NC=1C(=NC2=C(C(=C(C=C2C1N[C@@H]1[C@H]2CN([C@@H]1C2)C(=O)OC(C)(C)C)I)Br)F)N2CC(C2)N(C)C tert-butyl (1R,4R,5R)-5-((3-amino-7-bromo-2-(3-(dimethylamino)azetidin-1-yl)-8-fluoro-6-iodoquinolin-4-yl)amino)-2-azabicyclo[2.1.1]hexane-2-carboxylate